(S)-1-(4-(3-fluoropyridin-4-yl)-2-(trifluoromethyl)phenoxy)-2,4-dimethylpentan-2-amine FC=1C=NC=CC1C1=CC(=C(OC[C@](CC(C)C)(N)C)C=C1)C(F)(F)F